6-((4-chloro-2-fluorobenzyl)oxy)-2-fluoronicotinaldehyde ClC1=CC(=C(COC2=NC(=C(C=O)C=C2)F)C=C1)F